BrC=1C=CC(=NC1)C(C(F)(F)F)N1C(CN(CC1)C(=O)OC(C)(C)C)=O tert-Butyl 4-(1-(5-bromopyridin-2-yl)-2,2,2-trifluoroethyl)-3-oxopiperazine-1-carboxylate